Zinc iridium [Ir].[Zn]